Methyl 3-(4-Benzylpiperazin-1-yl)-2-methylpropionate C(C1=CC=CC=C1)N1CCN(CC1)CC(C(=O)OC)C